C(C1=CC=CC=C1)OC1=CCNS(O1)(=O)=O 6-benzyloxy-3,4-dihydro-1,2λ6,3-oxathiazine 2,2-dioxide